6-(2,4-difluoro-phenoxy)-2-(3-hydroxy-1(R),3-dimethyl-butylamino)-8-methyl-8H-pyrido[2,3-d]pyrimidin-7-one FC1=C(OC2=CC3=C(N=C(N=C3)N[C@@H](CC(C)(C)O)C)N(C2=O)C)C=CC(=C1)F